NC1=NC=NN2C1=C(C=C2C=2C=C(C(=NC2)OC)C(=O)NC2CN(CC2F)C(=O)C2CCC(CC2)F)C(F)(F)F 5-[4-amino-5-(trifluoromethyl)pyrrolo[2,1-f][1,2,4]triazin-7-yl]-N-[4-fluoro-1-(4-fluorocyclohexanecarbonyl)pyrrolidin-3-yl]-2-methoxypyridine-3-carboxamide